C(C)(C)(C)OC(=O)NCCCCN[C@@H]1C[C@H](CC1)NC1=NC=C(C(=N1)C1=CNC2=C(C(=CC=C12)C(=O)OC)P(=O)(C)C)C(F)(F)F methyl 3-(2-(((1S,3S)-3-((4-((tert-butoxycarbonyl)amino)butyl)amino)cyclopentyl)amino)-5-(trifluoromethyl)pyrimidin-4-yl)-7-(dimethylphosphoryl)-1H-indole-6-Carboxylate